N[C@@H](C)C=1N(C(C=2C(=CC=C3C2C1CCC3)C#C)=O)C3=CC=CC=C3 (S)-3-(1-aminoethyl)-9-ethynyl-2-phenyl-2,4,5,6-tetrahydro-1H-benzo[de]isoquinolin-1-one